N1(CCNCC1)CC#CC1=CC=2N(C=C1)C(=CN2)N2C(NC(CC2)=O)=O 1-[7-(3-piperazin-1-ylprop-1-ynyl)imidazo[1,2-a]pyridin-3-yl]hexahydropyrimidine-2,4-dione